dimethyl 2-(2-(N,N-dimethylsulfamoyl)-4-nitrophenyl)malonate CN(S(=O)(=O)C1=C(C=CC(=C1)[N+](=O)[O-])C(C(=O)OC)C(=O)OC)C